C(#N)C1=CC=C(C=C1)C1=CN=CC2=C1OCCN2C(=O)C2CN(C2)C2=CC=C(C#N)C=C2 4-(3-(8-(4-cyanophenyl)-3,4-dihydro-2H-pyrido[4,3-b][1,4]oxazine-4-carbonyl)azetidin-1-yl)-benzonitrile